COC1=CC2=C(C=C1)NC=C2CCN(CC=C)CC=C N-allyl-N-(2-(5-methoxy-1H-indol-3-yl)ethyl)prop-2-en-1-amine